N-(6-hydrazinylpyridin-3-yl)methanesulfonamide N(N)C1=CC=C(C=N1)NS(=O)(=O)C